COC1=C(C=CC=C1)S(=O)(=O)NC(C)(C1=CC=CC=C1)C 2-methoxy-N-(1-methyl-1-phenyl-ethyl)benzenesulfonamide